17α,21-dihydroxy-4-pregnene-3,11,20-trione O[C@]1(C(CO)=O)CC[C@H]2[C@@H]3CCC4=CC(CC[C@]4(C)[C@H]3C(C[C@]12C)=O)=O